(R)-2-amino-1-(4-(amino(4,5-dichloro-2-hydroxyphenyl)methyl)piperidin-1-yl)-2-methylpropan-1-one NC(C(=O)N1CCC(CC1)[C@H](C1=C(C=C(C(=C1)Cl)Cl)O)N)(C)C